CC1=C(C=NC=C1)C=1C=C2C(=NNC2=CC1)C(F)(F)F 5-(4-methylpyridin-3-yl)-3-(trifluoromethyl)-1H-indazole